C(C)(C)(C)OC(N(C)CCN1N=C2C(=NC=3C=C(C=CC3C2=C1)C1=CC=NN1C1OCCCC1)N)=O (2-(4-amino-7-(1-(tetrahydro-2H-pyran-2-yl)-1H-pyrazol-5-yl)-2H-pyrazolo[3,4-c]quinolin-2-yl)ethyl)(methyl)carbamic acid tert-butyl ester